COC=1C=C(C=C(C1)S(=O)(=O)C)NC1=CC(=NC=C1C1=NN(C=C1)C)NC(C)=O N-(4-((3-methoxy-5-(methylsulfonyl)phenyl)amino)-5-(1-methyl-1H-pyrazol-3-yl)pyridin-2-yl)acetamide